(E)-propenoic acid C(C=C)(=O)O